6-(3,5-dimethylpyrazol-1-yl)-2-[1-[(3-propan-2-yl-1,2,4-oxadiazol-5-yl)methyl]piperidin-4-yl]pyridazin-3-one CC1=NN(C(=C1)C)C=1C=CC(N(N1)C1CCN(CC1)CC1=NC(=NO1)C(C)C)=O